2-Hydroxyethan-1-aminium (E)-(8-(3-(methyl((3-methylbenzofuran-2-yl)methyl)amino)-3-oxoprop-1-en-1-yl)-4-oxo-1,2,3,4-tetrahydro-5H-pyrido[2,3-b][1,4]diazepin-5-yl)methyl-phosphate CN(C(/C=C/C1=CC2=C(N(C(CCN2)=O)COP(=O)([O-])[O-])N=C1)=O)CC=1OC2=C(C1C)C=CC=C2.OCC[NH3+].OCC[NH3+]